1,3-bis(methoxymethyl)benzene COCC1=CC(=CC=C1)COC